3-bromo-1-methyl-1H-pyrrolo[2,3-b]pyridine-5-carbonitrile BrC1=CN(C2=NC=C(C=C21)C#N)C